6-chloro-3-methyl-3-(thiazol-4-yl)-2,3-dihydroimidazo[1,5-a]pyridine-1,5-dione ClC1=CC=C2N(C1=O)C(NC2=O)(C=2N=CSC2)C